FC1=C(C=C(C=C1)NC(=O)C=1C=C(N2CCCCC12)C(C(=O)NC(C)(C)C=1SC(=CN1)C)=O)C N-(4-fluoro-3-methylphenyl)-3-(2-((2-(5-methylthiazol-2-yl)propan-2-yl)amino)-2-oxoacetyl)-5,6,7,8-tetrahydroindolizine-1-carboxamide